1-{[(2S,3S)-3-ethenyl-5-oxopyrrolidin-2-yl]methoxy}-7-methoxyisoquinoline-6-carboxamide C(=C)[C@H]1[C@H](NC(C1)=O)COC1=NC=CC2=CC(=C(C=C12)OC)C(=O)N